FC(S(=O)(=O)OC1=CC(=CC2=CC=C(C(=C12)F)F)O)(F)F 7,8-Difluoro-3-hydroxynaphthalen-1-yl trifluoromethanesulfonate